OCCN(CCCC=1C(=C(NC=CC1)CCCCC(=O)O)CCCCC(=O)O)CCCCC(OCCCCCCCCCCCCC)=O 5,5'-((3-((2-hydroxyethyl)(5-oxo-5-(tridecyloxy)pentyl)amino)propyl)azepinediyl)bispentanoic acid